C(=O)O.N1=CC=CC=C1 Pyridine formate